C[C@H]1N(CCOC1)C=1N=C(C2=C(N1)N=C(C=C2)C=2C=C(C(=O)N)C=CC2)N2[C@@H](COCC2)C 3-[2,4-bis[(3R)-3-methylmorpholin-4-yl]pyrido[2,3-d]pyrimidin-7-yl]benzamide